(3R)-3-(difluoromethyl)piperazine-1-carboxylic acid tert-butyl ester C(C)(C)(C)OC(=O)N1C[C@@H](NCC1)C(F)F